C1(CCC1)C=1C=C(C(=O)NC2=C(C=C(C(=C2)B2OC(C(O2)(C)C)(C)C)C)F)C=CN1 2-cyclobutyl-N-(2-fluoro-4-methyl-5-(4,4,5,5-tetramethyl-1,3,2-dioxaborolan-2-yl)phenyl)isonicotinamide